BrC1=CC(=C(C=C1)NC(=O)N1CCN(CC1)C)Cl N-(4-Bromo-2-chlorophenyl)-4-methylpiperazine-1-carboxamide